CN1C(=NC2=C(C=C(C=C2C1=O)C)[C@@H](C)NC1=C(C(=O)O)C=C(C(=C1)F)F)N1CCOCC1 (R)-2-((1-(3,6-dimethyl-2-morpholino-4-oxo-3,4-dihydroquinazolin-8-yl)ethyl)amino)-4,5-difluorobenzoic acid